FC(OC1=C(C=C(C(=C1)N(C)CCN(C)C)[N+](=O)[O-])NC1=NC=C(C(=N1)N1CC(C2=NC(=CC=C21)C)(C)C)C(=O)OC(C)C)F isopropyl 2-((2-(difluoromethoxy)-4-((2-(dimethylamino)ethyl)(methyl) amino)-5-nitrophenyl)amino)-4-(3,3,5-trimethyl-2,3-dihydro-1H-pyrrolo[3,2-b]pyridin-1-yl)pyrimidine-5-carboxylate